N1N=NC2=C1C=C(C=C2)C2=NC=CC1=C2NC2=CC(=CC=C12)F 1-(1H-benzo[d][1,2,3]triazol-6-yl)-7-fluoro-9H-pyrido[3,4-b]indole